1,3-bis(4-aminophenyl)propane NC1=CC=C(C=C1)CCCC1=CC=C(C=C1)N